7-(6-amino-3-fluoropyridin-2-yl)-8-fluoro-2-(((2R,7aS)-2-fluorotetrahydro-1H-pyrrolizin-7a(5H)-yl)methoxy)pyrido[4,3-d]pyrimidin NC1=CC=C(C(=N1)C1=C(C=2N=C(N=CC2C=N1)OC[C@]12CCCN2C[C@@H](C1)F)F)F